FC=1C=NC=C(C1C#N)N1CCC(CC1)C1=NN=CN1C 3-fluoro-5-[4-(4-methyl-1,2,4-triazol-3-yl)piperidin-1-yl]pyridine-4-carbonitrile